C(CCCCCCCCCCC)(=O)N(C)CC(=O)O N-lauroylsarcosine